NC(C(=O)O)COCC 2-AMINO-3-ETHOXYPROPANOIC ACID